tert-butyl (3S)-1-(2,2-dimethyltetrahydro-2H-pyran-4-yl)pyrrolidin-3-ylcarbamate CC1(OCCC(C1)N1C[C@H](CC1)NC(OC(C)(C)C)=O)C